ClCCCCCCCC(C(=O)O)(C)C 9-chloro-2,2-dimethylnonanoic acid